2-(4-methyl-1,3-thiazol-2-yl)-N-[(1s,4s)-4-{[6-chloro-2-(trifluoromethyl)quinolin-4-yl]amino}cyclohexyl]propanamide CC=1N=C(SC1)C(C(=O)NC1CCC(CC1)NC1=CC(=NC2=CC=C(C=C12)Cl)C(F)(F)F)C